C(=O)NC1C(N(C(C1)C=C)[2H])=O 3-formylamino-5-vinyl-2-pyrrolidone-d